3-((4-(5-chloro-3-methyl-2-(((S)-piperidin-3-yl)oxy)phenyl)-5-methylpyrrolo[2,1-f][1,2,4]triazin-6-yl)methyl)-6,6-dimethyl-3-azabicyclo[3.1.0]hexane-2,4-dione ClC=1C=C(C(=C(C1)C1=NC=NN2C1=C(C(=C2)CN2C(C1C(C1C2=O)(C)C)=O)C)O[C@@H]2CNCCC2)C